(1s,4s)-N-(3-methoxy-4-methylphenyl)-4-(2-nitro-6-(trifluoromethyl)benzylamino)cyclohexanecarboxamide COC=1C=C(C=CC1C)NC(=O)C1CCC(CC1)NCC1=C(C=CC=C1C(F)(F)F)[N+](=O)[O-]